CC1=C(C=CC=C1C=1C=C2CCNCC2=CC1)C1=CC=CC=C1 6-(2-methylbiphenyl-3-yl)-1,2,3,4-tetrahydroisoquinoline